1',11'-dihydro-3'H,4H,7'H-spiro[isoxazole-5,6'-[2,7]methanopyrido[1,2-a][1,4]diazonine]-10'-carboxamide C1C=2N(C3C4(C=CCN1C3)CC=NO4)C=C(CC2)C(=O)N